NC1C[C@H]2CC[C@@H](C1)N2C2=NC(=C1C(=N2)NN=C1C1=C(C2=C(N=C(S2)C)C=C1)Cl)C(=O)N 6-((1R,3r,5S)-3-amino-8-azabicyclo[3.2.1]oct-8-yl)-3-(7-chloro-2-methylbenzo[d]thiazole-6-yl)-1H-pyrazolo[3,4-d]pyrimidine-4-carboxamide